1-(2,6,6-Trimethyl-1,3-cyclohexadienyl)-2-buten CC1=C(C(CC=C1)(C)C)CC=CC